2-aminopropionic acid HCl Cl.NC(C(=O)O)C